FC1=CC(=C(C=C1)C(C)N1C[C@@H](N(C[C@H]1C)C=1C=2N=C(N(C2N(C(N1)=O)C)C)CC#N)C)C(C)OC 2-(6-((2S,5R)-4-(1-(4-fluoro-2-(1-methoxyethyl)phenyl)ethyl)-2,5-dimethylpiperazin-1-yl)-3,9-dimethyl-2-oxo-3,9-dihydro-2H-purin-8-yl)acetonitrile